(S)-5-((2-(dimethylamino)-1-phenylethyl)carbamoyl)-3-(4-(methoxycarbonyl)benzamido)-6,6-dimethyl-5,6-dihydropyrrolo[3,4-c]pyrazole-1(4H)-carboxylic acid ethyl ester C(C)OC(=O)N1N=C(C2=C1C(N(C2)C(N[C@H](CN(C)C)C2=CC=CC=C2)=O)(C)C)NC(C2=CC=C(C=C2)C(=O)OC)=O